4-({[(1R,2R)-2-(4-Bromobenzoyl)cyclohexyl]carbonyl}amino)-N,1-dimethyl-1H-pyrazole-3-carboxamide BrC1=CC=C(C(=O)[C@H]2[C@@H](CCCC2)C(=O)NC=2C(=NN(C2)C)C(=O)NC)C=C1